COC1(CNCC1)C1=CC2=C(N=CN=C2)N(C1=O)C 6-(3-methoxypyrrolidin-3-yl)-8-methyl-7H,8H-pyrido[2,3-d]pyrimidin-7-one